diethyltin oxide C(C)[Sn](CC)=O